CC=1C(=C(C=CC1)C=1C(=NC2=CC=CC=C2C1)C(C)C)C.CC=1C(=C(C=CC1)C=1C(=NC2=CC=CC=C2C1)C(C)C)C.[Ir+3] iridium (III) bis[(dimethylphenyl)isopropylquinoline]